4-(6-Methyl-2,6-diazaspiro[3.3]heptan-2-yl)-N-(4-methylpent-2-yn-1-yl)-1H-benzo[d]imidazole-1-carboxamide CN1CC2(CN(C2)C2=CC=CC=3N(C=NC32)C(=O)NCC#CC(C)C)C1